(R)-1-(3-chloro-5'-fluoro-2'-hydroxy-3'-(6-(3-hydroxy-3-methylpyrrolidin-1-yl)pyridazin-4-yl)-[1,1'-biphenyl]-4-yl)-3-methyl-1H-imidazol-2(3H)-one ClC=1C=C(C=CC1N1C(N(C=C1)C)=O)C1=C(C(=CC(=C1)F)C1=CN=NC(=C1)N1C[C@](CC1)(C)O)O